3-amino-4-bromo-6-chloro-picolinic acid methyl ester COC(C1=NC(=CC(=C1N)Br)Cl)=O